(S)-2-amino-4-((3-(benzylamino)-3-oxopropyl)seleno)butanoic acid N[C@H](C(=O)O)CC[Se]CCC(=O)NCC1=CC=CC=C1